[Li].NC(=O)N.NC(=O)N diurea lithium